(S)-N-(1-aminopropan-2-yl)-4-((3-(2,3-difluoro-4-((6-methoxypyrimidin-4-yl)oxy)phenyl)imidazo[1,2-a]pyrazin-8-yl)amino)-2-ethylbenzamide NC[C@H](C)NC(C1=C(C=C(C=C1)NC=1C=2N(C=CN1)C(=CN2)C2=C(C(=C(C=C2)OC2=NC=NC(=C2)OC)F)F)CC)=O